BrC=1C(=NC(=NC1)NC=1C(=NN(C1)C1CCN(CC1)C)C)NCCCN1C(N(CCCC1)C)=O 1-(3-((5-bromo-2-((3-methyl-1-(1-methylpiperidin-4-yl)-1H-pyrazol-4-yl)amino)pyrimidin-4-yl)amino)propyl)-3-methyl-1,3-diazepan-2-one